C1(CC1)NC(C1=C(C=C(C=C1OC)C1=CN=C2N1C=CC(=C2)OCCN(C2=NC=NC=C2)C)OC(F)F)=O N-cyclopropyl-2-(difluoromethoxy)-6-methoxy-4-[7-[2-[methyl(pyrimidin-4-yl)amino]ethoxy]imidazo[1,2-a]pyridin-3-yl]benzamide